tert-butyl N-{2-azabicyclo[2.1.1]hexan-4-yl}carbamate C12NCC(C1)(C2)NC(OC(C)(C)C)=O